CC1=NC(=CC=C1NC(=O)C1C(CCCC1)C(=O)O)C1=C(C(=NO1)C)NC(=O)O[C@H](C)C=1C=NC=CC1 2-((2-methyl-6-(3-methyl-4-((((R)-1-(pyridin-3-yl)ethoxy)carbonyl)amino)isoxazol-5-yl)pyridin-3-yl)carbamoyl)cyclohexane-1-carboxylic acid